CC1=CC(=NC=C1CC1CNCCO1)C#N 4-methyl-5-(morpholin-2-ylmethyl)picolinonitrile